(5S)-5-{[(tert-butoxy)carbonyl]amino}-5-{[(1S,2R)-2-methyl-1-(methylcarbamoyl)butyl]carbamoyl}pentanoic acid C(C)(C)(C)OC(=O)N[C@@H](CCCC(=O)O)C(N[C@@H]([C@@H](CC)C)C(NC)=O)=O